N1=C(C=NC=C1)C1=NC(=CC(=C1)C1=CC=NC=C1)C1=NC=CN=C1 2,6-bis(2-pyrazinyl)-4,4'-bipyridine